(S)-5-(((4-(3-chloro-2-(2-chloro-3-(6-methoxy-5-(((((R)-5-oxopyrrolidin-2-yl)methyl)amino)methyl)pyridin-2-yl)phenyl)pyridin-4-yl)-2-methoxybenzyl)amino)methyl)pyrrolidin-2-one ClC=1C(=NC=CC1C1=CC(=C(CNC[C@@H]2CCC(N2)=O)C=C1)OC)C1=C(C(=CC=C1)C1=NC(=C(C=C1)CNC[C@@H]1NC(CC1)=O)OC)Cl